5-bromo-6-fluoro-2,3-dihydro-1H-inden-4-amine BrC1=C(C=2CCCC2C=C1F)N